4-(4-(6,7-dimethoxy-3,4-dihydroisoquinolin-2(1H)-yl)quinazolin-6-yl)pyridin-2-amine COC=1C=C2CCN(CC2=CC1OC)C1=NC=NC2=CC=C(C=C12)C1=CC(=NC=C1)N